CC=1SC(=CC1)CC 2-methyl-5-ethyl-thiophene